BrC=1C(=NC(=NC1C)Cl)N[C@H](C)C1=C(C=C(C=C1)Cl)Cl (R)-5-bromo-2-chloro-N-(1-(2,4-dichlorophenyl)ethyl)-6-methylpyrimidin-4-amine